ClC1=NC(=C(C2=C1C=CS2)C2=C(C=C(C=C2)F)OC)C(=O)O 4-chloro-7-(4-fluoro-2-methoxy-phenyl)thieno[3,2-c]pyridine-6-carboxylic acid